Tert-Butyl (1S,4S)-5-(2-((7-(4-(2-((2-(Benzyloxy)-2-Oxoethyl)Amino)-2-Oxoethyl)Thiazol-2-yl)Naphthalen-1-yl)Oxy)Ethyl)-2,5-Diazabicyclo[2.2.1]Heptane-2-Carboxylate C(C1=CC=CC=C1)OC(CNC(CC=1N=C(SC1)C1=CC=C2C=CC=C(C2=C1)OCCN1[C@@H]2CN([C@H](C1)C2)C(=O)OC(C)(C)C)=O)=O